N1=CNC2=NC=CC(=C21)C=2C=NN(C2)C2=CC=C(C=N2)C(C(=O)N)C (6-(4-(3H-imidazo[4,5-b]pyridin-7-yl)-1H-pyrazol-1-yl)pyridin-3-yl)propionamide